C1(CCCCC1)N1CCN(CC1)C(C1=NN=NN1CCC1=CC=CC=C1)C1=CC(=CC(=C1)OC)OC 1-cyclohexyl-4-((3,5-dimethoxyphenyl)(1-phenethyl-1H-tetrazol-5-yl)methyl)piperazine